NC=1C=2CCCC2C=C2CCC(C12)CCCCN1N=C(C=C1)S(=O)(=O)N(CC1=CC=C(C=C1)OC)CC1=CC=C(C=C1)OC 1-(4-(8-amino-1,2,3,5,6,7-hexahydro-s-indacen-1-yl)butyl)-N,N-bis(4-methoxybenzyl)-1H-pyrazole-3-sulfonamide